C1(=CC=CC=C1)C1(N=N1)C 3-phenyl-3-methyl-3H-diazirine